N-[3-[2-(difluoromethoxy)-5-[3-[(2-methoxyethylamino)methyl]phenoxy]phenyl]-1-methyl-pyrazol-4-yl]pyrazolo[1,5-a]pyrimidine-3-carboxamide FC(OC1=C(C=C(C=C1)OC1=CC(=CC=C1)CNCCOC)C1=NN(C=C1NC(=O)C=1C=NN2C1N=CC=C2)C)F